FC(C1=CC=CC(=C1)C(F)(F)F)(F)F 2,4-bistrifluoromethyl-benzene